CO[Si]OC Dimethoxysilicon